C(C)(=O)C=1C(NC2=CC=C(C=C2C1C1=CC=CC=C1)[N+](=O)[O-])=O 3-acetyl-6-nitro-4-phenylquinolin-2(1H)-one